ethyl (E)-3-(2-chloro-4,4-dimethylcyclopent-1-en-1-yl)acrylate ClC1=C(CC(C1)(C)C)/C=C/C(=O)OCC